tert-Butyl N-[4-{4-[(5-tert-butyl-2-phenyl-pyrazol-3-yl)carbamoylamino]-3-methylsulfanyl-phenoxy}-2-pyridyl]carbamate C(C)(C)(C)C=1C=C(N(N1)C1=CC=CC=C1)NC(=O)NC1=C(C=C(OC2=CC(=NC=C2)NC(OC(C)(C)C)=O)C=C1)SC